O1CCN(CC1)C=1SC(=CC(C1)=O)C1=CC=CC=C1 2-morpholino-6-phenyl-4H-thiopyran-4-one